NC1=NC=2C=CC=CC2C2=C1N=C(N2C[C@@H](C)O[P@@](=O)(OC2=CC=C(C=C2)C)N[C@@H](C)C(=O)OC(C)(C)C)COCC tert-butyl ((R)-(((R)-1-(4-amino-2-(ethoxymethyl)-1H-imidazo[4,5-c]quinolin-1-yl) propan-2-yl) oxy) (4-methylphenoxy) phosphoryl)-L-alaninate